1-((5-(4-fluoro-3-(trifluoromethyl)phenyl)-1,2,4-oxadiazol-3-yl)methyl)-2-methyl-N-(6-(trifluoromethyl)pyridin-2-yl)piperidine-4-carboxamide FC1=C(C=C(C=C1)C1=NC(=NO1)CN1C(CC(CC1)C(=O)NC1=NC(=CC=C1)C(F)(F)F)C)C(F)(F)F